COC1=C(C=CC=C1)C(CN1C2=NC(=NC(=C2N=C1)N/N=C/C1=CC(=CC=C1)C)N1CCOCC1)=O (E)-1-(2-methoxyphenyl)-2-(6-(2-(3-methylbenzylidene)hydrazinyl)-2-morpholino-9H-purin-9-yl)ethan-1-one